(S)-(4-(6-methylbenzo[d]thiazol-2-yl)-6,7-dihydro-1H-imidazo[4,5-c]pyridin-5(4H)-yl)(thiazol-5-yl)methanone CC1=CC2=C(N=C(S2)[C@H]2N(CCC3=C2N=CN3)C(=O)C3=CN=CS3)C=C1